C[C@@H]1N(C[C@H](CC1)NC1=NC=C(C(=N1)C1=CNC2=NC(=CC=C21)C=2N(N=NC2)C)C(F)(F)F)C(=O)OCC2=CC=CC=C2 benzyl (2S,5S)-2-methyl-5-[[4-[6-(3-methyltriazol-4-yl)-1H-pyrrolo[2,3-b]pyridin-3-yl]-5-(trifluoromethyl)pyrimidin-2-yl]amino]piperidine-1-carboxylate